BrC1=CC2=C(C3=C(O2)C=CC=C3O)C=C1 7-bromodibenzo[b,d]furan-1-ol